(9-bromo-1-(tert-butyl)-8-methoxy-5,6-dihydroimidazo[5,1-a]isoquinolin-3-yl)((S)-2-methyl-2-((S)-3,3,3-trifluoro-1-hydroxypropyl)pyrrolidin-1-yl)methanone BrC1=C(C=C2CCN3C(C2=C1)=C(N=C3C(=O)N3[C@@](CCC3)([C@H](CC(F)(F)F)O)C)C(C)(C)C)OC